CC1=CC(=C(N1)C1=C(C=CC=C1)OC(F)(F)F)C(=O)O 5-methyl-2-(2-(trifluoromethoxy)phenyl)-1H-pyrrole-3-carboxylic acid